4-(9H-carbazol-9-yl)-8-(dibenzofuran-2-yl)-[1]benzofuro[3,2-d]pyrimidine C1=CC=CC=2C3=CC=CC=C3N(C12)C=1C2=C(N=CN1)C1=C(O2)C=CC(=C1)C1=CC2=C(OC3=C2C=CC=C3)C=C1